6-chloro-N-(furan-2-ylmethyl)-2-(4-methylpiperazin-1-yl)pyrido[3,4-d]Pyrimidin-4-amine ClC1=CC2=C(N=C(N=C2NCC=2OC=CC2)N2CCN(CC2)C)C=N1